Benzyl N-[(1S)-2-[2-(3-amino-3-oxo-propyl)-2-(2-fluoroacetyl)hydrazino]-1-(cyclohexylmethyl)-2-oxo-ethyl]carbamate NC(CCN(NC([C@H](CC1CCCCC1)NC(OCC1=CC=CC=C1)=O)=O)C(CF)=O)=O